C(C=C)OC1=C(C=C(C(=C1)Cl)Cl)C(C1CCN(CC1)C(C1=CC=CC=C1)=O)NC(C(F)(F)F)=O ((2-(allyloxy)-4,5-dichlorophenyl)(1-benzoylpiperidin-4-yl)methyl)-2,2,2-trifluoroacetamide